ClC=1C=C(C=CC1Cl)C=1C(=NOC1C1=C(C=C(C=C1)O)O)C(F)(F)F 4-(4-(3,4-dichlorophenyl)-3-(trifluoromethyl)isoxazol-5-yl)benzene-1,3-diol